1,1-bis[(di-4-toluylamino)phenyl]cyclohexane C1(=CC=C(C=C1)N(C1=CC=C(C=C1)C)C1=C(C=CC=C1)C1(CCCCC1)C1=C(C=CC=C1)N(C1=CC=C(C=C1)C)C1=CC=C(C=C1)C)C